tert-butyl 2-methyl-4-(trifluoromethyl-sulfonyloxy)-3,6-dihydro-2H-pyridine-1-carboxylate CC1N(CC=C(C1)OS(=O)(=O)C(F)(F)F)C(=O)OC(C)(C)C